OC(CCCCCCCCC(=O)O)CCC(CC=CCCC)O 10,13-dihydroxy-nonadec-15-enoic acid